CP([O-])([O-])=O.C[P+](CCCCCCCC)(CCCCCCCC)CCCCCCCC.C[P+](CCCCCCCC)(CCCCCCCC)CCCCCCCC Methyltrioctylphosphonium methylphosphonate salt